3-methyl-3H-imidazole-4-sulfonic acid [3-(4-amino-7-methyl-7H-pyrrolo[2,3-d]pyrimidin-5-yl)-2-fluoro-phenyl]-amide NC=1C2=C(N=CN1)N(C=C2C=2C(=C(C=CC2)NS(=O)(=O)C=2N(C=NC2)C)F)C